1-(7-chlorofuro[3,2-b]pyridin-5-yl)ethan-1-one ClC1=C2C(=NC(=C1)C(C)=O)C=CO2